FC(C(=O)NNC(=O)C=1N=C(OC1)C)F N'-(2,2-difluoroacetyl)-2-methyl-oxazole-4-carbohydrazide